C(#N)C1=CC(=CC=2N=C(OC21)C=2C(=C(C=CC2)C2=C(C(=CC=C2)NC=2N=CC=C1C=C(C=NC21)C=2NCCN2)C)C)CN2C[C@@H](CC2)C(=O)O (R)-1-((7-cyano-2-(3'-(3-(4,5-dihydro-1H-imidazol-2-yl)-1,7-naphthyridin-8-ylamino)-2,2'-dimethylbiphenyl-3-yl)benzo[d]oxazol-5-yl)methyl)pyrrolidine-3-carboxylic acid